3-[(4R)-4-[2-[2-fluoro-5-[(4,6,7-trifluoro-1H-indol-5-yl)oxy]phenyl]-1H-imidazol-4-yl]-2,2,4-trimethyl-chroman-8-yl]propanoic acid FC1=C(C=C(C=C1)OC=1C(=C2C=CNC2=C(C1F)F)F)C=1NC=C(N1)[C@@]1(CC(OC2=C(C=CC=C12)CCC(=O)O)(C)C)C